FC1(C(C1)CO[C@H]1C[C@@H](N(CC1)CC1=C2C=CNC2=C(C=C1OC)C)C1=CC=C(C(=O)O)C=C1)C 4-((2R,4R)-4-((2-fluoro-2-methylcyclopropyl)methoxy)-1-((5-methoxy-7-methyl-1H-indol-4-yl)methyl)piperidin-2-yl)benzoic acid